(4-hydroxyphenyl)-beta-carboline OC1=CC=C(C=C1)C1=NC=CC=2C3=CC=CC=C3NC12